C1(=CC=CC=C1)C1(C2=CC=CC=C2C=2C=CC=C(C12)N)C1=CC=CC=C1 9,9-diphenyl-9H-fluorenamine